C12C3C4C5C3C1C5C24 (1s,2s,3s,4s,6s,7s)-cubane